(S)-N-(2-(2-cyano-4,4-difluoropyrrolidin-1-yl)-2-oxoethyl)-8-(4-oxo-4-(piperazin-1-yl)butanamido)quinoline-4-carboxamide C(#N)[C@H]1N(CC(C1)(F)F)C(CNC(=O)C1=CC=NC2=C(C=CC=C12)NC(CCC(N1CCNCC1)=O)=O)=O